N=P(N(C)C)(N(C)C)N(C)C imino-tri(dimethylamino)phosphorane